P(O)(=O)(OP(=O)(O)OP(=O)(O)O)OC[C@@H]1[C@H]([C@H]([C@@](O1)(N1C(=O)N=C(N)C=C1)OC)O)O methoxy-cytidine-5'-triphosphate